ClC1=CC=C2C(=N1)N(N=C2)C2=NC=C(C(=C2)N[C@@H](C#N)C)[N+](=O)[O-] (R)-2-((2-(6-chloro-1H-pyrazolo[3,4-b]pyridin-1-yl)-5-nitropyridin-4-yl)amino)propanenitrile